tetrazepan N1NNNCCC1